N,N,N-tris(2-pyridylmethyl)amine N1=C(C=CC=C1)CN(CC1=NC=CC=C1)CC1=NC=CC=C1